CCC(C)CCCCCCCCCCCC(=O)O The molecule is a methyl-branched fatty acid that is pentadecanoic acid substituted by a methyl group at position 13. It has a role as a Caenorhabditis elegans metabolite and a mammalian metabolite. It is a long-chain fatty acid, a methyl-branched fatty acid and a saturated fatty acid.